ethyl 6-[5-(3-fluorophenyl)-3-(6-methyl-2-pyridyl)-1H-pyrazol-4-yl]-1,5-naphthyridine-4-carboxylate FC=1C=C(C=CC1)C1=C(C(=NN1)C1=NC(=CC=C1)C)C=1N=C2C(=CC=NC2=CC1)C(=O)OCC